BrC1=C(C=2C(NC(CC2N1)(C)C)=O)C1=CC(=CC=C1)F 2-bromo-3-(3-fluorophenyl)-6,6-dimethyl-1,5,6,7-tetrahydro-4H-pyrrolo[3,2-c]pyridin-4-one